C(C)(C)(C)OOC(C)(C)C1=CC(=CC=C1)C(C)(C)OOC(C)(C)C 1,3-di(t-butyl-peroxyisopropyl)benzene